CC(C)(C)[S@](=O)N[C@@H](C)C=1C=C2COC(C2=CC1)=O (S)-2-methyl-N-((S)-1-(1-oxo-1,3-dihydroisobenzofuran-5-yl)ethyl)propane-2-sulfinamide